sulfanyl-4-fluoro-N-methyl-benzamide SC1=C(C(=O)NC)C=CC(=C1)F